ClC1=CC=C(CNC(=O)C=2N=C3N(C=CC(=C3)C3=NOC(=N3)C(F)(F)F)C2)C=C1 N-(4-chlorobenzyl)-7-(5-(trifluoromethyl)-1,2,4-oxadiazol-3-yl)imidazo[1,2-a]pyridine-2-carboxamide